C1(=CC=CC=C1)C#CC1=CC2=C(N=C(S2)NC(=O)C2C(C3C=CC2C3)C(=O)O)C=C1 3-[[6-(2-phenylethynyl)-1,3-benzothiazol-2-yl]carbamoyl]bicyclo[2.2.1]hept-5-ene-2-carboxylic acid